L-aspartic acid monosodium salt [Na+].N[C@@H](CC(=O)O)C(=O)[O-]